N-(2-aminoethyl)-1-((3-((5-ethyl-2-methoxyphenyl)sulfonamido)-4-methoxybenzo[d]isoxazol-6-yl)methyl)-1H-pyrazole-4-carboxamide hydrochloride Cl.NCCNC(=O)C=1C=NN(C1)CC1=CC2=C(C(=NO2)NS(=O)(=O)C2=C(C=CC(=C2)CC)OC)C(=C1)OC